ClC=1C=CC2=C(C1)COC=1N=C(SC12)OC1CC(N(C(C1)C)C(=O)OC(C)(C)C)C tert-butyl 4-((7-chloro-5H-isochromeno[3,4-d]thiazol-2-yl) oxy)-2,6-dimethylpiperidine-1-carboxylate